cyclohexanol trihydrochloride Cl.Cl.Cl.C1(CCCCC1)O